2-(3-formyl-2,5-dimethyl-1H-pyrrol-1-yl)-5-methylthiophene C(=O)C1=C(N(C(=C1)C)C=1SC(=CC1)C)C